3-Ethyl-2-[(1E)-3-[(2Z)-3-ethyl-6-iodo-2,3-dihydro-1,3-benzothiazol-2-ylidene]prop-1-en-1-yl]-6-iodo-1,3-benzothiazol-3-ium chloride [Cl-].C(C)[N+]1=C(SC2=C1C=CC(=C2)I)\C=C\C=C\2/SC1=C(N2CC)C=CC(=C1)I